C(=O)O.FC1=CC=C(C=C1)C1(CN(C1)C)NC(=O)C1=NN2C(C(NC(=C2)C2=CC3=CC=CC=C3C=C2)=O)=C1 N-[3-(4-Fluorophenyl)-1-methylazetidin-3-yl]-6-(naphthalen-2-yl)-4-oxo-4,5-dihydropyrazolo-[1,5-a]pyrazine-2-carboxamide formic acid salt